FC1=NC=C(C(=C1)I)F 2,5-difluoro-4-iodopyridine